S1C2=C(C(=C1)C(=O)O)CCCC2 4,5,6,7-tetrahydro-benzo[b]thiophene-3-carboxylic acid